dibutylbis(triethoxy-siloxy)tin C(CCC)[Sn](O[Si](OCC)(OCC)OCC)(O[Si](OCC)(OCC)OCC)CCCC